tert-butyl 2-[3-fluoro-4-(4,4,5,5-tetramethyl-1,3,2-dioxaborolan-2-yl)phenoxy]-7-azaspiro[3.5]nonane-7-carboxylate FC=1C=C(OC2CC3(C2)CCN(CC3)C(=O)OC(C)(C)C)C=CC1B1OC(C(O1)(C)C)(C)C